benzyl (7-((tert-butoxycarbonyl)amino)heptyl)((1r,4r)-4-((5-chloro-4-(5-(cyclopropylmethyl)-1-methyl-1H-pyrazol-4-yl)pyrimidin-2-yl)amino)cyclohexyl)carbamate C(C)(C)(C)OC(=O)NCCCCCCCN(C(OCC1=CC=CC=C1)=O)C1CCC(CC1)NC1=NC=C(C(=N1)C=1C=NN(C1CC1CC1)C)Cl